((4-((2-(methylamino)-3,4-dioxocyclobut-1-en-1-yl)amino)butyl)azanediyl)bis(hexane-6,1-diyl) bis(2-hexyldecanoate) C(CCCCC)C(C(=O)OCCCCCCN(CCCCCCOC(C(CCCCCCCC)CCCCCC)=O)CCCCNC1=C(C(C1=O)=O)NC)CCCCCCCC